NC1=C(NC=2C=CC(=NC2C)NC(=O)[C@@H]2CC[C@H](CC2)C(=O)OC)C=C(C=C1)C1=NC=CC=C1 trans-methyl 4-[[5-[2-amino-5-(2-pyridyl)anilino]-6-methyl-2-pyridyl]carbamoyl]cyclohexanecarboxylate